FC(C=1C=C(C(=O)N2C=CC=3C2=CN=CC3C3=CC=C(C#N)C=C3)C=CC1)(F)F 4-(1-(3-(trifluoromethyl)benzoyl)-1H-pyrrolo[2,3-c]pyridin-4-yl)benzonitrile